4-(5-(2-(4-chloro-2,6-difluorophenoxy)propan-2-yl)-4-methyl-4H-1,2,4-triazol-3-yl)-3-fluorobenzamide ClC1=CC(=C(OC(C)(C)C=2N(C(=NN2)C2=C(C=C(C(=O)N)C=C2)F)C)C(=C1)F)F